C=CC=CCCCCCCCCC 10Z-tridecadien